(R)-N-((5-cyclohexylpyridin-2-yl)methyl)-N-(1,3-dioxoisoindolin-5-yl)-1-((2,3,5,6-tetrafluoro-4-methoxyphenyl)sulfonyl)azetidine-2-carboxamide C1(CCCCC1)C=1C=CC(=NC1)CN(C(=O)[C@@H]1N(CC1)S(=O)(=O)C1=C(C(=C(C(=C1F)F)OC)F)F)C=1C=C2C(NC(C2=CC1)=O)=O